tert-Butyl 2-chloro-5-nitrobenzoate ClC1=C(C(=O)OC(C)(C)C)C=C(C=C1)[N+](=O)[O-]